4-(3-Amino-5-(4,4,5,5-tetramethyl-1,3,2-dioxaborolan-2-yl)-1H-indazol-7-yl)-2-methylbut-3-yn-2-ol NC1=NNC2=C(C=C(C=C12)B1OC(C(O1)(C)C)(C)C)C#CC(C)(O)C